ClC=1C=C(C=CC1)[C@@H]1[C@H](C1)C(=O)NC1=NC=NC(=C1)NCC=1N=C2N(C=C(C=C2CN2C(N(C(C2)=O)C)=O)C2CC2)C1 (1S,2S)-2-(3-chlorophenyl)-N-(6-(((6-cyclopropyl-8-((3-methyl-2,4-dioxoimidazolidin-1-yl)methyl)imidazo[1,2-a]pyridin-2-yl)methyl)amino)pyrimidin-4-yl)cyclopropane-1-carboxamide